3-((9H-carbazol-9-yl)sulfonyl)thiophene-2-carboxylic acid C1=CC=CC=2C3=CC=CC=C3N(C12)S(=O)(=O)C1=C(SC=C1)C(=O)O